(4-{[5-fluoro-7-(2-methoxyethoxy)quinazolin-4-yl]amino}phenyl)-2-[4-(propan-2-yl)-1H-1,2,3-triazol-1-yl]acetamide FC1=C2C(=NC=NC2=CC(=C1)OCCOC)NC1=CC=C(C=C1)C(C(=O)N)N1N=NC(=C1)C(C)C